2-(prop-2-yn-1-yloxy)-4-(trifluoromethyl)aniline Methyl-(1R,4S)-4-(2,5-dimethyl-1H-pyrrol-1-yl)cyclopent-2-ene-1-carboxylate COC(=O)[C@H]1C=C[C@H](C1)N1C(=CC=C1C)C.C(C#C)OC1=C(N)C=CC(=C1)C(F)(F)F